FC(C1=CC=C(C=C1)[C@@H]1[C@H](C1)C=1C=2N(N=C(C1)C=1C(=NC(=NC1)OC)OC)C(=CN2)F)F 8-((1S,2S)-2-(4-(difluoromethyl)phenyl)cyclopropyl)-6-(2,4-dimethoxypyrimidin-5-yl)-3-fluoroimidazo[1,2-b]pyridazine